1-(4-(diphenylamino)phenyl)-3-(m-tolyl)propane-1,3-dione boron difluoride [B](F)F.C1(=CC=CC=C1)N(C1=CC=C(C=C1)C(CC(=O)C=1C=C(C=CC1)C)=O)C1=CC=CC=C1